1-(2-hydroxy-6-(trifluoromethyl)pyridin-3-yl)-N-((3R,5S)-5-methyl-1-(1H-tetrazol-5-yl)piperidin-3-yl)cyclopropane-1-carboxamide OC1=NC(=CC=C1C1(CC1)C(=O)N[C@H]1CN(C[C@H](C1)C)C1=NN=NN1)C(F)(F)F